N-(1-(2-(((1H-pyrrolo[3,2-c]pyridine-2-yl)methyl)amino)-2-oxoethyl)-6-oxo-2-phenyl-1,6-dihydropyrimidin-5-yl)-5-phenyl-1,2,4-oxadiazole-3-carboxamide N1C(=CC=2C=NC=CC21)CNC(CN2C(=NC=C(C2=O)NC(=O)C2=NOC(=N2)C2=CC=CC=C2)C2=CC=CC=C2)=O